N-methylpiperidin-4-amine CNC1CCNCC1